C(C)OC(=O)C=1N=C(SC1CCCOC1=C(C=C(C=C1)CCCNC)F)N1CCCC2=C1N=NC(=C2C)NC=2SC1=C(N2)C=CC=C1 {3-[(1,3-benzothiazol-2-yl)amino]-4-methyl-5H,6H,7H,8H-pyrido[2,3-c]pyridazin-8-yl}-5-(3-{2-fluoro-4-[3-(methylamino)propyl]phenoxy}propyl)-1,3-thiazole-4-carboxylic acid ethyl ester